N-{(S)-1-[4-cyano-3-(trifluoromethyl)phenyl]ethyl}-4-[(R)-5-methyl-1,4-diazepan-1-yl]-8-cyclopropyl-6-methyl-1,7-diaza-3-naphthamide C(#N)C1=C(C=C(C=C1)[C@H](C)NC(=O)C=1C=NC2=C(N=C(C=C2C1N1CCN[C@@H](CC1)C)C)C1CC1)C(F)(F)F